CN1C(=NC(=C1)C(F)(F)F)C1=CC=C(C=C1)CO [4-[1-methyl-4-(trifluoromethyl)imidazol-2-yl]phenyl]methanol